C(C)O[Si](OCC)(OCC)CCCCCCSSSSCCCCCC[Si](OCC)(OCC)OCC bis-[3-(triethoxysilylpropyl)-propyl] tetrasulfide